C1(CCCCCCCCN1)=O pelargolactam